C1(=CC=C(C=C1)OC1=CC=C(C=C1)/C=C/C(=O)OCC)C ethyl (E)-3-(4-(p-tolyloxy)phenyl)acrylate